benzyl 4-((4-bromobenzyl)(tert-butoxycarbonyl)amino)benzoate BrC1=CC=C(CN(C2=CC=C(C(=O)OCC3=CC=CC=C3)C=C2)C(=O)OC(C)(C)C)C=C1